(S)-N-(2,4-dimethoxybenzyl)-4-(3-((2-(dimethylamino)ethyl)(methyl)amino)-3-(3-(trifluoromethyl)phenethyl)piperidin-1-yl)-2-fluoro-N-(pyrimidin-4-yl)benzenesulfonamide COC1=C(CN(S(=O)(=O)C2=C(C=C(C=C2)N2C[C@@](CCC2)(CCC2=CC(=CC=C2)C(F)(F)F)N(C)CCN(C)C)F)C2=NC=NC=C2)C=CC(=C1)OC